3-[5-(6-amino-1,7-naphthyridin-8-yl)-1-oxo-2,3-dihydro-1H-isoindol-2-yl]piperidine-2,6-dione NC=1C=C2C=CC=NC2=C(N1)C=1C=C2CN(C(C2=CC1)=O)C1C(NC(CC1)=O)=O